5-(2-methyloxazol-5-yl)-2-(7-(2,2,6,6-tetramethyl-1,2,3,6-tetrahydropyridin-4-yl)imidazo[1,2-a]pyrimidin-2-yl)pyridin-3-ol CC=1OC(=CN1)C=1C=C(C(=NC1)C=1N=C2N(C=CC(=N2)C=2CC(NC(C2)(C)C)(C)C)C1)O